9,9-bis[4-[(4-vinyl-phenyl)methoxy]phenyl]fluorene C(=C)C1=CC=C(C=C1)COC1=CC=C(C=C1)C1(C2=CC=CC=C2C=2C=CC=CC12)C1=CC=C(C=C1)OCC1=CC=C(C=C1)C=C